C(C)(C)(C)OC(=O)NCC1=C(C(=CC=2N(C(=NC21)COC)C)C(F)(F)F)C2=CC=CN1C(=CC(=C21)C(=O)O)C(C2=CC(=C(C(=C2)F)F)F)=O 8-(4-(((tert-butoxycarbonyl)amino)methyl)-2-(methoxymethyl)-1-methyl-6-(trifluoromethyl)-1H-benzo[d]imidazol-5-yl)-3-(3,4,5-trifluorobenzoyl)indolizine-1-carboxylic acid